3-chloro-4-((3,5-difluoropyridin-2-yl)methoxy)-2'-(6-(2-hydroxypropan-2-yl)pyrazin-2-yl)-5',6-dimethyl-2H-[1,4'-bipyridin]-2-one ClC=1C(N(C(=CC1OCC1=NC=C(C=C1F)F)C)C1=CC(=NC=C1C)C1=NC(=CN=C1)C(C)(C)O)=O